C(OC1=CC=C(C=C1)CCCCC)(OC1=CC=C(C=C1)CCCCC)=O di(4-n-pentylphenyl) carbonate